4-(t-butoxy)benzaldehyde C(C)(C)(C)OC1=CC=C(C=O)C=C1